2-chloro-N7-cyclopropyl-N4-(5-methyl-1H-pyrazol-3-yl)quinazoline-4,7-diamine ClC1=NC2=CC(=CC=C2C(=N1)NC1=NNC(=C1)C)NC1CC1